4,4,4-trifluoro-1-(2-methoxyphenyl)-but-2-en-1-one FC(C=CC(=O)C1=C(C=CC=C1)OC)(F)F